N-(8-(methylamino)-5-(4-(pyridin-4-yloxy)phenyl)-2,7-naphthyridin-3-yl)cyclopropanecarboxamide methyl-(R)-2-(3,3-dimethylbut-1-yn-1-yl)-4-oxochromane-2-carboxylate COC(=O)[C@]1(OC2=CC=CC=C2C(C1)=O)C#CC(C)(C)C.CNC=1N=CC(=C2C=C(N=CC12)NC(=O)C1CC1)C1=CC=C(C=C1)OC1=CC=NC=C1